CC1(OB(OC1C)C1=CC(CC1)=O)C 3-(4,4,5-trimethyl-1,3,2-dioxaborolan-2-yl)cyclopent-2-en-1-one